N-cyclopropyl-3-(5-(1-ethyl-1H-imidazol-2-yl)-6-((1-hydroxy-2-methylpropan-2-yl)amino)pyridin-3-yl)-4-methylbenzamide C1(CC1)NC(C1=CC(=C(C=C1)C)C=1C=NC(=C(C1)C=1N(C=CN1)CC)NC(CO)(C)C)=O